m-hydroxyphthalimide OC1=C2C(C(=O)NC2=O)=CC=C1